4-(2-chloroethyl)morpholin HCl Cl.ClCCN1CCOCC1